C1(CC1)C1=NN(C=C1C1=NC(=CC=C1)C)C1CC2(CC(C2)CO)C1 (6-(3-cyclopropyl-4-(6-methylpyridin-2-yl)-1H-pyrazol-1-yl)spiro[3.3]heptan-2-yl)methanol